FC1=CC(=NC(=C1C(F)(F)F)OC)C1=NC=CC(=C1)SC 4-fluoro-6-methoxy-2-(4-methylsulfanyl-2-pyridyl)-5-trifluoromethylpyridine